17-Cyclopropylmethyl-3,14β-dihydroxy-4,5α-epoxy-6α-(indole-3-carboxamido)morphinan C1(CC1)CN1[C@H]2[C@@]3(CC[C@@H]([C@H]4[C@@]3(C=3C(=C(C=CC3C2)O)O4)CC1)NC(=O)C1=CNC4=CC=CC=C14)O